C(C)(C)OC1=C(C=CC=C1)C=1N=NN(C1)C1=CC=C(C=C1)C 4-(2-isopropoxyphenyl)-1-(p-tolyl)-1H-1,2,3-triazole